FC(S(=O)(=O)OC1=CC=C(C=C1)N1C(N(C(CC1)=O)COCC[Si](C)(C)C)=O)(F)F 4-(2,4-dioxo-3-((2-(trimethylsilyl)ethoxy)methyl)tetrahydropyrimidin-1(2H)-yl)phenyl trifluoromethanesulfonate